NC1=C(SC2=NC(=CC(=C21)C)C)C(=O)N[C@@H]2CC=1C(=NC(=CC1)N1C[C@H]([C@H](C1)COC)N)OC2 3-amino-N-[(3R)-7-[(3S,4S)-3-amino-4-(methoxymethyl)pyrrolidin-1-yl]-2H,3H,4H-pyrano[2,3-b]pyridin-3-yl]-4,6-dimethylthieno[2,3-b]pyridine-2-carboxamide